N-(1-(3-(8-fluoro-5-methyl-1-oxo-1,2-dihydroisoquinolin-3-yl)propionyl)piperidin-4-yl)cyclopropanecarboxamide FC=1C=CC(=C2C=C(NC(C12)=O)CCC(=O)N1CCC(CC1)NC(=O)C1CC1)C